CNC=O N-Methyl-Formamid